C1(CC1)C1=C(C(=NO1)C1=NN(C2=NC=NC(=C21)N)C(C)C)I 3-(5-cyclopropyl-4-iodoisoxazol-3-yl)-1-isopropyl-1H-pyrazolo[3,4-d]pyrimidin-4-amine